FC=1C=C(C(=NC1)C=1C=C(SC1C=O)C(=O)OC)OCC1=CC(=CC(=C1)C(F)(F)F)F methyl 4-(5-fluoro-3-{[3-fluoro-5-(trifluoromethyl)phenyl]methoxy}pyridin-2-yl)-5-formylthiophene-2-carboxylate